C(C(=C)C)(=O)OCCOCCOCCNC1=CC=CC=2C(C3=CC=CC=C3C(C12)=O)=O 2-(2-(2-((9,10-dioxo-9,10-dihydroanthracen-1-yl)amino)ethoxy)ethoxy)ethyl methacrylate